C1(CC1)NC1=NC=2C=C(C(=CC2C2=C1COC2)OCCCN2CCCC2)OC N-cyclopropyl-7-methoxy-8-[3-(pyrrolidin-1-yl)propoxy]-1H,3H-furo[3,4-c]quinolin-4-amine